CC1=NC(=CC=C1N1C=NC(=C1)C1=NC(=NC=C1C(F)(F)F)NC1CCN(CC1)S(=O)(=O)C)CN1CCCCC1 4-(1-(2-methyl-6-(piperidin-1-ylmethyl)pyridin-3-yl)-1H-imidazol-4-yl)-N-(1-(methylsulfonyl)piperidin-4-yl)-5-(trifluoromethyl)pyrimidin-2-amine